4-((3-fluoropyridin-2-yl)thio)-6-(1-((1r,4r)-4-((2-hydroxyethyl)(methyl)amino)cyclohexyl)-5-methyl-1H-pyrazol-4-yl)pyrazolo[1,5-a]pyridine FC=1C(=NC=CC1)SC=1C=2N(C=C(C1)C=1C=NN(C1C)C1CCC(CC1)N(C)CCO)N=CC2